(1R)-1-[4-(cyclopropylmethoxy)-3-fluoro-phenyl]ethylamine hydrochloride Cl.C1(CC1)COC1=C(C=C(C=C1)[C@@H](C)N)F